3-(trifluoromethyl)-5-(pyridin-2-yl)-1,2,4-triazole FC(C1=NNC(=N1)C1=NC=CC=C1)(F)F